1-acetamido-N-(3-chloro-4-fluorophenyl)-7-fluoro-2,3-dihydro-1H-indene-4-carboxamide C(C)(=O)NC1CCC=2C(=CC=C(C12)F)C(=O)NC1=CC(=C(C=C1)F)Cl